BrC1=C(C=C2C(=NC(=NC2=C1F)Cl)N1C[C@H]2CC[C@@H](C1)N2C(=O)OC(C)(C)C)Cl tert-butyl (1R,5S)-3-(7-bromo-2,6-dichloro-8-fluoroquinazolin-4-yl)-3,8-diazabicyclo[3.2.1]octane-8-carboxylate